O=CCCC12C3C4C5(C(C14)C2C53)C(=O)OC methyl 4-(3-oxopropyl)cubane-1-carboxylate